ClC1=CC=C2C(N(C(NC2=C1)C)C1=C(C=CC=C1)C)=O 7-chloro-2-methyl-4-oxo-3-(o-tolyl)-1,2,3,4-tetrahydroquinazoline